9-(3-(triphenylsilyl)phenyl)-9H-carbazole C1(=CC=CC=C1)[Si](C=1C=C(C=CC1)N1C2=CC=CC=C2C=2C=CC=CC12)(C1=CC=CC=C1)C1=CC=CC=C1